FC(OC1=CC=C(C=C1)C1=C(N=NC(=C1)NC1=NC(=NC=C1F)N1C[C@H](O[C@H](C1)C)C)C(C)=O)F 1-(4-(4-(difluoromethoxy)phenyl)-6-((2-((2R,6S)-2,6-dimethylmorpholino)-5-fluoropyrimidin-4-yl)amino)pyridazin-3-yl)ethan-1-one